(R)-5-{4-[(R)-4-(3,5-dimethylpyridin-2-yl)-3-methylpiperazine-1-carbonyl]phenyl}-5-isopropylimidazolidine-2,4-dione CC=1C(=NC=C(C1)C)N1[C@@H](CN(CC1)C(=O)C1=CC=C(C=C1)[C@@]1(C(NC(N1)=O)=O)C(C)C)C